2-[(2,6-difluoro-4-pyridyl)-(tetrahydrofuran-2-carbonyl)amino]-N-(2,2-dimethylcyclobutyl)-5-methyl-thiazole-4-carboxamide FC1=NC(=CC(=C1)N(C=1SC(=C(N1)C(=O)NC1C(CC1)(C)C)C)C(=O)C1OCCC1)F